ClC1=NC(=NC(=N1)C1=CC=CC=C1)C=1C=C(C=CC1)C1=CC=CC=2OC3=CC=CC=C3NC12 (3-(4-chloro-6-phenyl-1,3,5-triazin-2-yl)phenyl)-10H-phenoxazine